Cl.NC1(CC=C(C=C1)C1=CC=CC=C1)N 4,4-diaminobiphenyl hydrochloride